7-(3,4,5-trimethoxy-phenyl)-[1,6]naphthyridin COC=1C=C(C=C(C1OC)OC)C1=NC=C2C=CC=NC2=C1